ClC=1C=C(C=NC1N1N=CC=N1)NC(=O)[C@@H]1C[C@@](C2=C1C=NC=1N2N=C(C1)F)(C)C1=NN(C=C1)C(F)F trans-N-(5-chloro-6-(2H-1,2,3-triazol-2-yl)pyridin-3-yl)-8-(1-(difluoromethyl)-1H-pyrazol-3-yl)-2-fluoro-8-methyl-7,8-dihydro-6H-cyclopenta[e]pyrazolo[1,5-a]pyrimidine-6-carboxamide